2-(4-(1-(tert-butyl)-3-(trifluoromethyl)-1H-pyrazolo[3,4-d]pyrimidin-4-yl)piperazin-1-yl)-2-(4-chlorophenyl)-N,N-dimethylacetamide C(C)(C)(C)N1N=C(C=2C1=NC=NC2N2CCN(CC2)C(C(=O)N(C)C)C2=CC=C(C=C2)Cl)C(F)(F)F